C(C=C)(=O)NC1=C(C=C(C(=C1)NC1=NC=C(C(=N1)NC1=C(C=CC=C1)NS(=O)(=O)C)Cl)OC)N(CCN(C(OCC1=CC=CC=C1)=O)C(C)C)C benzyl (2-((2-acrylamido-4-((5-chloro-4-((2-(methylsulfonamido)phenyl)amino) pyrimidin-2-yl)amino)-5-methoxyphenyl)(methyl)amino) ethyl)(isopropyl)carbamate